NC=1N=C(C=C2C=C(N=CC12)NC(=O)[C@H]1[C@@H](C1)C1=NN(C=C1)[C@@H]1OCCCC1)C=1C=NC=CC1C |&1:22| (±)-trans-N-[8-amino-6-(4-methyl-3-pyridyl)-2,7-naphthyridin-3-yl]-2-(1-tetrahydropyran-2-ylpyrazol-3-yl)cyclopropanecarboxamide